N-(4-acetamidophenyl)-2-chloro-2-(4-bromophenyl)acetamide C(C)(=O)NC1=CC=C(C=C1)NC(C(C1=CC=C(C=C1)Br)Cl)=O